4-bromo-3-cyclopropyl-1-(tetrahydro-2H-pyran-2-yl)-1H-pyrazolo[3,4-c]pyridine-5-carboxylic acid methyl ester COC(=O)C=1C(=C2C(=CN1)N(N=C2C2CC2)C2OCCCC2)Br